Calcium bis(hexamethyldisilazide) C[Si]([N-][Si](C)(C)C)(C)C.C[Si]([N-][Si](C)(C)C)(C)C.[Ca+2]